Cl.C(C=C)=O prop-2-en-1-one hydrochloride